N-(5-chloro-4-(4-(difluoromethyl)indolin-1-yl)pyrimidin-2-yl)-6-methoxy-2-methyl-1,2,3,4-tetrahydroisoquinolin-7-amine ClC=1C(=NC(=NC1)NC1=C(C=C2CCN(CC2=C1)C)OC)N1CCC2=C(C=CC=C12)C(F)F